1,3,5-tri(3-isocyanatomethyl-phenyl)-1,3,5-triazine N(=C=O)CC=1C=C(C=CC1)N1CN(CN(C1)C1=CC(=CC=C1)CN=C=O)C1=CC(=CC=C1)CN=C=O